1-(4-formylphenyl)-3-(4-methoxybenzyl)urea C(=O)C1=CC=C(C=C1)NC(=O)NCC1=CC=C(C=C1)OC